CC(C)CC1=C([N+](=C(C(=O)N1[O-])CC(C)C)[O-])[O-] The molecule is an organic anion obtained by deprotonation of the two hydroxy groups of pulcherriminic acid; major species at pH 7.3. It has a role as a metabolite. It is a conjugate base of a pulcherriminic acid.